((6-(cyclopentyl(methyl)amino)-2-(6-(5,5-Dimethyl-6,7-dihydro-5H-pyrrolo[2,1-c][1,2,4]triazol-3-yl)pyridin-2-yl)-1-oxo-2,3-Dihydro-1H-pyrrolo[3,4-c]pyridin-4-yl)methyl)(methyl)carbamate C1(CCCC1)N(C1=CC2=C(C(=N1)COC(NC)=O)CN(C2=O)C2=NC(=CC=C2)C=2N1C(=NN2)CCC1(C)C)C